2,3-dimethyl-6-((2s,4r)-2-(1-methyl-1H-pyrazol-4-yl)tetrahydro-2H-pyran-4-yl)-8-(2,4,5-trifluorophenyl)pyrimido[5,4-d]pyrimidin-4(3H)-one CC=1N(C(C2=C(N1)C(=NC(=N2)[C@H]2C[C@H](OCC2)C=2C=NN(C2)C)C2=C(C=C(C(=C2)F)F)F)=O)C